3-[[4-[(2R)-2-[[3-[2-(tert-Butoxycarbonylamino)ethyl]cyclobutyl]amino]-4,4-dimethyl-pentoxy]-6-(2,6-dimethylphenyl)pyrimidin-2-yl]sulfamoyl]benzoic acid C(C)(C)(C)OC(=O)NCCC1CC(C1)N[C@@H](COC1=NC(=NC(=C1)C1=C(C=CC=C1C)C)NS(=O)(=O)C=1C=C(C(=O)O)C=CC1)CC(C)(C)C